1-(7-bromoimidazo[1,2-a]pyridin-3-yl)-3-(4-methoxybenzyl)-dihydropyrimidine-2,4(1H,3H)-dione BrC1=CC=2N(C=C1)C(=CN2)N2C(N(C(CC2)=O)CC2=CC=C(C=C2)OC)=O